CN(CCN(C1=CC(=C(C=C1[N+](=O)[O-])NC1=NC=CC(=N1)C1=CN(C2=CC=CC=C12)C)OC)C)C N'-(2-dimethylaminoethyl)-2-methoxy-N'-methyl-N-[4-(1-methylindol-3-yl)pyrimidin-2-yl]-5-nitrobenzene-1,4-diamine